phenyl (4-(difluoromethyl)phenyl)carbamate FC(C1=CC=C(C=C1)NC(OC1=CC=CC=C1)=O)F